(3R,4R,5R)-3,4-Dihydroxy-5-(hydroxymethyl)piperidine L-(+)-tartrate C(=O)(O)[C@H](O)[C@@H](O)C(=O)O.O[C@@H]1CNC[C@@H]([C@H]1O)CO